C(#N)C=1C=NN(C1NC(CC1CC1)=O)CC1CC1 N-(4-cyano-1-(cyclopropylmethyl)-1H-pyrazol-5-yl)-2-cyclopropyl-acetamide